1-(4-tert-butylphenyl)-3-(4-methoxyphenyl)propane C(C)(C)(C)C1=CC=C(C=C1)CCCC1=CC=C(C=C1)OC